4-((((4R,5R)-7-ethyl-4-(4-fluorophenyl)-6-oxo-1-phenyl-5-(3-(trifluoromethyl)benzamido)-4,5,6,7-tetrahydro-1H-pyrazolo[3,4-b]pyridine-3-yl)methyl)amino)-4-oxobut-2-enoic acid C(C)N1C2=C([C@H]([C@H](C1=O)NC(C1=CC(=CC=C1)C(F)(F)F)=O)C1=CC=C(C=C1)F)C(=NN2C2=CC=CC=C2)CNC(C=CC(=O)O)=O